BrC1=C(C=CC(=C1)F)C1OCCCC12CCOCC2 (2-bromo-4-fluorophenyl)-2,9-dioxaspiro[5.5]undecane